4-(1-phenyl-1H-pyrazol-4-yl)-N-(propan-2-yl)-N-[(3R)-pyrrolidin-3-yl]-1H-pyrrole-2-carboxamide C1(=CC=CC=C1)N1N=CC(=C1)C=1C=C(NC1)C(=O)N([C@H]1CNCC1)C(C)C